FC1=C(C=CC=C1C(F)(F)F)[C@@H](C)NC=1C2=C(N=C(N1)C)N=C(C(=C2)C2CCS(CC2)(=O)=O)OC (R)-4-(4-((1-(2-fluoro-3-(trifluoromethyl)phenyl)ethyl)amino)-7-methoxy-2-methylpyrido[2,3-d]pyrimidin-6-yl)tetrahydro-2H-thiopyran 1,1-dioxide